maleinyl-histidyl-leucine C(\C=C/C(=O)O)(=O)N[C@@H](CC1=CNC=N1)C(=O)N[C@@H](CC(C)C)C(=O)O